1,2-dimethylmercaptopropane CSCC(C)SC